C1(CCCCC1)N1CCN(CC1)C1=CN=C(S1)N 5-(4-cyclohexylpiperazine-1-yl)thiazole-2-amine